(S)-((2-(2-methoxy-7-methylquinoxalin-5-yl)-7,8-dihydrobenzofuro[5,4-d]thiazol-7-yl)methyl)carbamic acid 4-nitrophenyl ester [N+](=O)([O-])C1=CC=C(C=C1)OC(NC[C@H]1OC2=C(C1)C1=C(N=C(S1)C1=C3N=CC(=NC3=CC(=C1)C)OC)C=C2)=O